trifluoroethoxypropionitrile FC(COC(C#N)C)(F)F